2-[p-(N-phenylcarbamoyl)phenyl]-3,1-benzoxazin-4-one C1(=CC=CC=C1)NC(=O)C1=CC=C(C=C1)C1=NC2=C(C(O1)=O)C=CC=C2